(10R)-5-bromo-8-oxa-1,3,6-triazatricyclo[8.4.0.02,7]tetradeca-2(7),3,5-trien-12-one BrC=1C=NC=2N3CCC(C[C@@H]3COC2N1)=O